N-isopropyl-2-(methylsulfanyl)-6-(trifluoromethyl)pyrido[3,4-d]pyrimidin-8-amine C(C)(C)NC1=NC(=CC2=C1N=C(N=C2)SC)C(F)(F)F